methyl 6-amino-4-(2-(((tert-butoxycarbonyl) amino) methyl) phenyl)-7-(3-methoxy-2,6-dimethylphenyl)-2-methyl-7H-pyrrolo[2,3-d]pyrimidine-5-carboxylate NC1=C(C2=C(N=C(N=C2C2=C(C=CC=C2)CNC(=O)OC(C)(C)C)C)N1C1=C(C(=CC=C1C)OC)C)C(=O)OC